C(C)[C@H]1CC[C@H]2[C@@H]([C@H](CC[C@]12C)[C@@]1([C@H](C[C@H](CC1)O)CO)C)CNC(OC(C)(C)C)=O tert-butyl (((1S,3aS,4S,5S,7aR)-1-ethyl-5-((1R,2S,4S)-4-hydroxy-2-(hydroxymethyl)-1-methylcyclohexyl)-7a-methyloctahydro-1H-inden-4-yl)methyl)carbamate